COC(=O)N[C@H](C(=O)N[C@@H](CC1=CC=C(C=C1)NS(=O)(=O)O)C=1SC=C(N1)CC(F)(F)F)CC1=CC=CC=C1 4-{(S)-2-[(S)-2-(methoxycarbonylamino)-3-phenylpropionylamino]-2-[4-(2,2,2-trifluoroethyl)thiazol-2-yl]ethyl}phenylaminosulfonic acid